2-allyl-1-(2-((1-(oxetan-3-yl)piperidin-4-yl)oxy)pyrimidin-4-yl)-6-((4-(2,2,2-trifluoroethoxy)phenyl)amino)-1,2-dihydro-3H-pyrazolo[3,4-d]pyrimidin-3-one C(C=C)N1N(C2=NC(=NC=C2C1=O)NC1=CC=C(C=C1)OCC(F)(F)F)C1=NC(=NC=C1)OC1CCN(CC1)C1COC1